5-[(3R)-3-(cyclopropylmethylamino)pyrrolidin-1-yl]-N-(8-fluoro-2-methyl-imidazo[1,2-a]pyridin-6-yl)pyrazine-2-carboxamide C1(CC1)CN[C@H]1CN(CC1)C=1N=CC(=NC1)C(=O)NC=1C=C(C=2N(C1)C=C(N2)C)F